NC#CCC(C1=CC=CC=C1)O 4-aminohydroxyphenyl-3-butyne